BrC=1C(=C2C(N(C(C2=CC1)=O)C1C(NC(CC1)=O)=O)=O)CN1CCNCC1 5-bromo-2-(2,6-dioxopiperidin-3-yl)-4-(piperazin-1-ylmethyl)isoindoline-1,3-dione